[5-[(3R)-3-[tert-butoxycarbonyl(cyclopropyl)amino]pyrrolidin-1-yl]pyrazine-2-carbonyl]oxylithium C(C)(C)(C)OC(=O)N([C@H]1CN(CC1)C=1N=CC(=NC1)C(=O)O[Li])C1CC1